C12N(CCC2C1)CCC1=NN(C2=CC(=C(C=C12)OC)F)C 3-(2-(2-azabicyclo[3.1.0]hexan-2-yl)ethyl)-6-fluoro-5-methoxy-1-methyl-1H-indazole